[K].C1CCC2=C(C=3CCCC3C=C12)NC(=O)NS(=O)(=O)CC1=CC=CC=C1 N-((1,2,3,5,6,7-Hexahydro-s-indacen-4-yl)carbamoyl)-1-phenyl-Methanesulfonamide, Potassium Salt